pyridin-3-yl-aminomethylbenzamide N1=CC(=CC=C1)C=1C(=C(C(=O)N)C=CC1)CN